CN1C2=C(C(=C(C1=O)C(F)(F)F)C)CN(C2)C(=O)OC(C)(C)C tert-Butyl 1,4-dimethyl-2-oxo-3-(trifluoromethyl)-1,2,5,7-tetrahydro-6H-pyrrolo[3,4-b]pyridine-6-carboxylate